NC1=C2C(=NC=N1)N(N=C2C2=CC=C(C=C2)OC2=CC=CC=C2)C2CCN(CC2)CC2=CC(=C(N=N2)NC2C(NC(CC2)=O)=O)F 3-((6-((4-(4-amino-3-(4-phenoxyphenyl)-1H-pyrazolo[3,4-d]pyrimidin-1-yl)piperidin-1-yl)methyl)-4-fluoropyridazin-3-yl)amino)piperidine-2,6-dione